3-((4,4-difluorohexyl)oxy)-4-(1-(methyl-d3)-1,2,5,6-tetrahydro-pyridin-3-yl)-1,2,5-thiadiazole FC(CCCOC1=NSN=C1C=1CN(CCC1)C([2H])([2H])[2H])(CC)F